ClC1=C(C(=CC=C1)Cl)/C(/N1CC(C1)F)=N\NS(=O)(=O)C1=CC=C(C=C1)C N-[(E)-[(2,6-dichlorophenyl)-(3-fluoroazetidin-1-yl)methylene]amino]-4-methyl-benzenesulfonamide